The molecule is a member of the class of thiazolidenediones that is the hydroxy derivative of pioglitazone. It has a role as a human xenobiotic metabolite. It is a member of thiazolidinediones, a member of pyridines and an aromatic ether. It derives from a pioglitazone. CC(C1=CN=C(C=C1)CCOC2=CC=C(C=C2)CC3C(=O)NC(=O)S3)O